COC=1C=CC=C2CCC(C12)CC[C@H](C1=CC=CC=C1)N (1R)-N-((7-methoxy-2,3-dihydro-1H-1-indenyl)-1-phenylpropyl)amine